BrCC1=CC(=C(C=C1)CN1C=CC=2N=C(N=C(C21)NCCCCC)N)OC 5-{[4-(Bromomethyl)-2-methoxyphenyl]methyl}-N4-pentyl-5H-pyrrolo[3,2-d]pyrimidine-2,4-diamine